CNC=1C=C(C=2NC3(CCOCC3)CCCCC[C@](C3=NN=C(C1N2)O3)(O)C(F)(F)F)C(F)(F)F (6R)-17-(methylamino)-6,15-bis(trifluoromethyl)spiro[19-oxa-3,4,13,18-tetraazatricyclo[12.3.1.12,5]nonadec-1(17),2,4,14(18),15-pentaen-12,4'-tetrahydropyran]-6-ol